(2R)-2-(5-methylisoxazol-3-yl)morpholine CC1=CC(=NO1)[C@H]1CNCCO1